1-[4-[(1R,2S)-6-tert-butoxy-2-phenyl-tetrahydronaphthalen-1-yl]phenyl]-4-(dimethoxymethyl)piperidine C(C)(C)(C)OC=1C=C2CC[C@@H]([C@@H](C2=CC1)C1=CC=C(C=C1)N1CCC(CC1)C(OC)OC)C1=CC=CC=C1